FC=1C=C(C=C(C1[N+](=O)[O-])F)N(C(C)=O)C N-(3,5-Difluoro-4-nitrophenyl)-N-methylacetamide